5-(cyclohexylmethyl)-N-(4-(5-(2-methoxyethoxy)-2-(trifluoromethyl)phenyl)pyridin-2-yl)-4H-1,2,4-triazole-3-carboxamide C1(CCCCC1)CC=1NC(=NN1)C(=O)NC1=NC=CC(=C1)C1=C(C=CC(=C1)OCCOC)C(F)(F)F